BrC1=CC=C(C=2OC(OC21)(F)F)F 4-bromo-2,2,7-trifluorobenzo[d][1,3]dioxole